4-[(5-aminopentyl)oxy]-2-(2,6-dioxopiperidin-3-yl)isoindole-1,3-dione NCCCCCOC1=C2C(N(C(C2=CC=C1)=O)C1C(NC(CC1)=O)=O)=O